(S)-2-((4-(6-((4-carbamoyl-2-fluorobenzyl)oxy)pyridin-2-yl)piperidin-1-yl)methyl)-1-(Oxetan-2-ylmethyl)-1H-benzo[d]imidazole-6-carboxylic acid C(N)(=O)C1=CC(=C(COC2=CC=CC(=N2)C2CCN(CC2)CC2=NC3=C(N2C[C@H]2OCC2)C=C(C=C3)C(=O)O)C=C1)F